N-hydroxy-4-((isoquinolin-5-ylamino)methyl)benzamid ONC(C1=CC=C(C=C1)CNC1=C2C=CN=CC2=CC=C1)=O